2,3-bis(phenylthio)naphthalene C1(=CC=CC=C1)SC1=CC2=CC=CC=C2C=C1SC1=CC=CC=C1